(2S,3S,5S)-4-[[3-(3,4-difluoro-2-methoxy-phenyl)-5-ethyl-5-(trifluoromethyl)tetrahydrofuran-2-carbonyl]amino]pyridine-2-carboxamide Sodium acetate C(C)(=O)[O-].[Na+].FC=1C(=C(C=CC1F)[C@H]1[C@H](O[C@@](C1)(C(F)(F)F)CC)C(=O)NC1=CC(=NC=C1)C(=O)N)OC